2-butoxy-3-chloropyridine C(CCC)OC1=NC=CC=C1Cl